tert-butyl (6-chloro-7-fluoro-3-iodo-1H-indol-4-yl)carbamate ClC1=CC(=C2C(=CNC2=C1F)I)NC(OC(C)(C)C)=O